ethyl-(R)-3-hydroxyvalerate C(C)OC(C[C@@H](CC)O)=O